1-(3-methoxycyclobutyl)-3-methyl-8-(6-(2,2,2-trifluoro-1-(2-(4-methoxypiperidin-1-yl)ethoxy)ethyl)pyridin-3-yl)-1,3-dihydro-2H-imidazo[4,5-c]cinnolin-2-one COC1CC(C1)N1C(N(C=2N=NC=3C=CC(=CC3C21)C=2C=NC(=CC2)C(C(F)(F)F)OCCN2CCC(CC2)OC)C)=O